FC=1C=C(C=C(C1)F)NC(=O)C=1C=C2C(=NNC2=CC1)C=CC1=NC=CC=C1 N-(3,5-difluorophenyl)-3-(2-(pyridin-2-yl)vinyl)-1H-indazole-5-carboxamide